5-(1-[(4-(morpholin-4-yl)piperidin-1-yl)methyl]-5-(trifluoromethyl)-3-azabicyclo[3.1.0]hex-3-yl)quinoline-8-carbonitrile N1(CCOCC1)C1CCN(CC1)CC12CN(CC2(C1)C(F)(F)F)C1=C2C=CC=NC2=C(C=C1)C#N